2-(3,5-dichloro-4-((1-cyclopropyl-6-oxo-1,6-dihydropyridin-3-yl)oxy)phenyl)-3,5-dioxo-2,3,4,5-tetrahydro-1,2,4-triazine-6-carbonitrile ClC=1C=C(C=C(C1OC1=CN(C(C=C1)=O)C1CC1)Cl)N1N=C(C(NC1=O)=O)C#N